ClC=1C=NN(C1C1=NN2C(N(CCC2)CC2=CC=C(C=C2)C=2N(C=C(N2)C(F)(F)F)CCF)=C1)C(C)C 2-(4-chloro-1-isopropyl-1H-pyrazol-5-yl)-4-(4-(1-(2-fluoroethyl)-4-(trifluoromethyl)-1H-imidazol-2-yl)benzyl)-4,5,6,7-tetrahydropyrazolo[1,5-a]pyrimidine